Cyclopropyl (R)-1-((4-(N,N-diethylsulfamoyl)phenyl)sulfonyl)piperidine-3-carboxylate C(C)N(S(=O)(=O)C1=CC=C(C=C1)S(=O)(=O)N1C[C@@H](CCC1)C(=O)OC1CC1)CC